mononitrobenzene [N+](=O)([O-])C1=CC=CC=C1